FC=1C=C(C=CC1)N(C1=CC=C(C=C1)NC(OCC=1C(=C2C(N(CC2=CC1)C1C(NC(CC1)=O)=O)=O)OC)=O)C [2-(2,6-dioxopiperidin-3-yl)-4-methoxy-3-oxo-2,3-dihydro-1H-isoindol-5-yl]methyl N-{4-[(3-fluorophenyl)(methyl)amino]phenyl}carbamate